OC1=CC(=C2C(=N1)SC=N2)C(=O)OCC ethyl 5-hydroxy-[1,3]thiazolo[5,4-b]pyridine-7-carboxylate